ClC=1C=C2C=NN(C2=CC1)CC1=NC=C(N=C1)C1=CC(=C(C=C1)F)OC 5-chloro-1-((5-(4-fluoro-3-methoxyphenyl)pyrazin-2-yl)methyl)-1H-indazole